(S)-4-(6-cyano-1-(4-methoxybenzyl)-2-oxo-1,2-dihydropyrido[3,2-d]pyrimidin-4-yl)-2-ethyl-5-methylpiperazine-1-carboxylate C(#N)C=1C=CC=2N(C(N=C(C2N1)N1C[C@@H](N(CC1C)C(=O)[O-])CC)=O)CC1=CC=C(C=C1)OC